ClC1=CC=C(C(=N1)C(=O)NS(=O)(=O)C)N[C@H](C)C=1C=C(C=C2C(N(C(=NC12)OCC=1C=NC=CC1)C)=O)C (R)-6-chloro-3-((1-(3,6-dimethyl-4-oxo-2-(pyridin-3-ylmethoxy)-3,4-dihydroquinazolin-8-yl)ethyl)amino)-N-(methylsulfonyl)picolinamide